4-((2-(azetidin-1-ylmethyl)benzyl)amino)-2,6-difluoro-3-methyl-N-(pyrimidin-4-yl)benzenesulfonamide N1(CCC1)CC1=C(CNC2=C(C(=C(C(=C2)F)S(=O)(=O)NC2=NC=NC=C2)F)C)C=CC=C1